Ethyl 2-[5-fluoro-2-(methoxymethoxy)phenyl]-2-oxo-acetate FC=1C=CC(=C(C1)C(C(=O)OCC)=O)OCOC